O=C1NC(CCC1N1C(C2=CC=C(C=C2C1)O[C@@H]1[C@H](CCCC1)N1CC(C1)C1(CCC1)C#N)=O)=O 1-(1-((1S,2S)-2-((2-(2,6-dioxopiperidin-3-yl)-1-oxoisoindolin-5-yl)oxy)cyclohexyl)azetidin-3-yl)cyclobutane-1-carbonitrile